methoxymethyl 4-((4-(benzyloxy)-2-methoxy-6-methylbenzoyl)oxy)-3-methoxy-2,5,6-trimethylbenzoate C(C1=CC=CC=C1)OC1=CC(=C(C(=O)OC2=C(C(=C(C(=O)OCOC)C(=C2C)C)C)OC)C(=C1)C)OC